C(C)N1CC([C@H](CC1)N1C(N(C=2C=NC=3C=CC(=CC3C21)C=2C=NC(=CC2)OC)C)=O)(F)F (S)-1-(1-ethyl-3,3-difluoropiperidin-4-yl)-8-(6-methoxypyridin-3-yl)-3-methyl-1,3-dihydro-2H-imidazo[4,5-c]quinolin-2-one